CN1N=C(C(=C1)C=O)C(F)(F)F 1-methyl-3-(trifluoro-methyl)pyrazole-4-carbaldehyde